C1(=CC=CC=C1)[C@@](CO)(C)O (R)-2-phenylpropane-1,2-diol